OC1CC(CCC1)N1C=NC2=C(C1=O)C=C(N=C2C=2C=NN(C2)C)C=2C=NN(C2)C 3-(3-hydroxycyclohexyl)-6,8-bis(1-methyl-1H-pyrazol-4-yl)pyrido[3,4-d]Pyrimidin-4(3H)-one